CC(CCNCCC[Si](OC)(OC)OC)N 1-methyl-N3-(3-(trimethoxysilyl)propyl)propane-1,3-diamine